2'-Azido-2'-deoxyguanosine N(=[N+]=[N-])[C@H]1[C@@H](O[C@@H]([C@H]1O)CO)N1C=NC=2C(=O)NC(N)=NC12